N-((6-bromo-5-chloro-1-(phenylsulfonyl)-1H-indol-2-yl)methyl)-1-methylcyclopropanecarboxamide BrC1=C(C=C2C=C(N(C2=C1)S(=O)(=O)C1=CC=CC=C1)CNC(=O)C1(CC1)C)Cl